1,4-bis(trimethylsilylethyl)benzene C[Si](C)(C)CCC1=CC=C(C=C1)CC[Si](C)(C)C